FC1C(N[C@@H](C12CC2)COC2=NC=CC1=CC(=C(C=C21)OC(C)C)C(=O)N)=O 1-{[(4S)-7-fluoro-6-oxo-5-azaspiro[2.4]hept-4-yl]methoxy}-7-(propan-2-yloxy)isoquinoline-6-carboxamide